Cl.FC1=C(C=2C(=NSN2)C=C1)CN (5-fluorobenzo[c][1,2,5]thiadiazol-4-yl)methanamine hydrochloride